N-(t-butyl)maleimide C(C)(C)(C)N1C(C=CC1=O)=O